7-(4-bromobutyl)-1-(4-fluoro-2-hydroxy-phenyl)-4-hydroxy-pyrazolo[3,4-b]pyridin-6-one BrCCCCN1C2=C(C(=CC1=O)O)C=NN2C2=C(C=C(C=C2)F)O